N(C(C(C([2H])([2H])[2H])(C([2H])([2H])[2H])C)(C(=O)O)[2H])([2H])[2H] t-butylglycine-d9